ClC1=C(C(=CC=C1)Cl)C1=CC=2N(N=C1SC1=C(C=C(C=C1)F)F)C=NC(C2)=O (2,6-dichlorophenyl)-2-[(2,4-difluorophenyl)thio]-6H-pyrimido[1,6-b]pyridazin-6-one